CC1=CC(=NN1CC=O)C(F)(F)F 2-[5-methyl-3-(trifluoromethyl)-1H-pyrazol-1-yl]ethanon